tert-Butyl N-[(1R,2R,4S)-4-[10-(benzenesulfonyl)-4-oxo-3,5,8,10-tetrazatricyclo[7.3.0.02,6]dodeca-1,6,8,11-tetraen-3-yl]-2-[tert-butyl(dimethyl)silyl]oxy-1-methyl-cyclohexyl]carbamate C1(=CC=CC=C1)S(=O)(=O)N1C2=NC=C3NC(N(C3=C2C=C1)[C@@H]1C[C@H]([C@](CC1)(C)NC(OC(C)(C)C)=O)O[Si](C)(C)C(C)(C)C)=O